ClC1=C(C=CC=C1)C(C(CC)O)O 1-(2-chlorophenyl)-1,2-butanediol